3-cyclopropyl-N-[(2Z)-imidazolidin-2-ylidene]-4-[(3-{3-[(propan-2-yl)amino]oxetan-3-yl}phenyl)amino]benzamide C1(CC1)C=1C=C(C(=O)N=C2NCCN2)C=CC1NC1=CC(=CC=C1)C1(COC1)NC(C)C